The molecule is a bis(azo) compound that is 1,1'-(1,3-phenylene)bis(diazene) in which both azene hydrogens are replaced by 2,4-diaminophenyl groups. A metachromatic dye which stains acid mucins yellow. It is also a constituent of Papanicolaou's EA solutions, used for cervical, and other smears. Its dihydrochloride salt is also a biological dye known as Bismark brown Y. It has a role as a fluorochrome and a histological dye. It is a bis(azo) compound, a member of azobenzenes, a tetramine and a substituted aniline. C1=CC(=CC(=C1)N=NC2=C(C=C(C=C2)N)N)N=NC3=C(C=C(C=C3)N)N